5-(pyrido[2,3-b]pyrazin-7-yl)-N-(tetrahydro-2H-pyran-4-yl)pyrrolo[2,1-f][1,2,4]triazin-2-amine N1=C2C(=NC=C1)N=CC(=C2)C=2C=CN1N=C(N=CC12)NC1CCOCC1